C1(=CC=CC2=CC=CC=C12)C=1C2=CC=C(N2)C(=C2C=CC(C(=C3C=CC(=C(C=4C=CC1N4)C4=CC=CC1=CC=CC=C41)N3)C3=CC=CC4=CC=CC=C34)=N2)C2=CC=CC3=CC=CC=C23 5,10,15,20-tetranaphthyl-porphyrin